NC1=NC=NC=2N(C3=CC(=C(C=C3C21)Br)F)CC(=O)N2[C@@H]1C[C@@]1(C[C@H]2C(=O)NC2=NC(=CC=C2)Br)C (1R,3S,5R)-2-(2-(4-amino-6-bromo-7-fluoro-9H-pyrimido[4,5-b]indol-9-yl)acetyl)-N-(6-bromopyridin-2-yl)-5-methyl-2-azabicyclo[3.1.0]hexane-3-carboxamide